6-[8-(1,3-benzothiazol-2-ylcarbamoyl)-3,4-dihydroisoquinolin-2(1H)-yl]-3-{1-[3-(methylsulfonyl)benzyl]-1H-pyrazol-4-yl}pyridine-2-carboxylic acid tert-butyl ester C(C)(C)(C)OC(=O)C1=NC(=CC=C1C=1C=NN(C1)CC1=CC(=CC=C1)S(=O)(=O)C)N1CC2=C(C=CC=C2CC1)C(NC=1SC2=C(N1)C=CC=C2)=O